2-(4-((1R,2S)-6-(Benzyloxy)-2-phenyl-1,2,3,4-tetrahydronaphthalen-1-yl)-phenoxy)acetic acid C(C1=CC=CC=C1)OC=1C=C2CC[C@@H]([C@@H](C2=CC1)C1=CC=C(OCC(=O)O)C=C1)C1=CC=CC=C1